FC(C(C(=O)O)C1=C(C=CC(=C1)F)C(F)(F)F)F β,β,5-trifluoro-2-(trifluoromethyl)-phenylpropionic acid